CN(C1CN(C1)C1=NC2=CC(=C3C(=C2C(=N1)N1CCN(CC1)C(C=C)=O)OCCC3)C3=C(C=CC=C3)C)C 1-(4-(8-(3-(dimethylamino)azetidin-1-yl)-5-(o-tolyl)-3,4-dihydro-2H-pyrano[2,3-f]quinazolin-10-yl)piperazin-1-yl)prop-2-en-1-one